ClC1=C(C=CC=C1)[C@H]1CC[C@H](N1C(=O)C1=CC=C(C=C1)C1=C(C(=CC=C1)N(C)S(=O)(=O)C)C)C(=O)O (2S,5R)-5-(2-chlorophenyl)-1-(2'-methyl-3'-(N-methyl-methylsulfonylamino)-[1,1'-biphenyl]-4-carbonyl)pyrrolidine-2-carboxylic acid